C(C1=CC=CC=C1)O[C@@H]1CC(N(C1)C(=O)OC(C)(C)C)(C(F)F)C(NC=1N=NC(=CC1Br)Cl)=O tert-butyl (4R)-4-(benzyloxy)-2-((4-bromo-6-chloropyridazin-3-yl)carbamoyl)-2-(difluoromethyl)-pyrrolidine-1-carboxylate